4,7-dithiadecane-1,10-diol C(CCSCCSCCCO)O